(S)-3-(3-(7-hydroxy-5-oxo-1,2,3,5-tetrahydroindol-6-yl)ureido)-3-(5-methoxybiphenyl-3-yl)propionic acid ethyl ester C(C)OC(C[C@@H](C=1C=C(C=C(C1)OC)C1=CC=CC=C1)NC(=O)NC=1C(CC=2CCNC2C1O)=O)=O